methylpropaneyl chloride CC(CC)Cl